OC(C(=O)OCCC)CCCCCCCCCC propyl alpha-hydroxylaurate